C1(C2C(C(=O)O1)CC1C(=C2)O1)=O 4,5-epoxytetrahydrophthalic anhydride